C(C1=CC=CC=C1)C1=NN(C(=N1)Br)C 3-benzyl-5-bromo-1-methyl-1H-1,2,4-triazole